C(C)(C)(C)OC(=O)N1CCC2(CN(C2)C2=CC=CC=3N(C(N(C32)C)=O)C3C(NC(CC3)=O)=O)CC1 2-(1-(2,6-Dioxopiperidin-3-yl)-3-methyl-2-oxo-2,3-dihydro-1H-benzo[d]imidazol-4-yl)-2,7-diazaspiro[3.5]nonane-7-carboxylic acid tert-butyl ester